C(#N)C1=CC(=C(C=C1)C1C(=C(NC2=C(C=NC(=C12)OCC1(CCC1)C)C)C)C(=O)OCC1=CC=CC=C1)OC benzyl 4-(4-cyano-2-methoxyphenyl)-2,8-dimethyl-5-((1-methylcyclobutyl) methoxy)-1,4-dihydro-1,6-naphthyridine-3-carboxylate